(S)-6-(3-fluoro-5-isobutyl-2-(2H-tetrazol-5-yl)phenyl)-1-(pyridazin-3-yl)-6-azaspiro[2.5]octane FC=1C(=C(C=C(C1)CC(C)C)N1CCC2(C[C@@H]2C=2N=NC=CC2)CC1)C=1N=NNN1